3-[4-(4,4-dimethylpiperidine-1-carbonyl)phenyl]-3-oxopropanenitrile CC1(CCN(CC1)C(=O)C1=CC=C(C=C1)C(CC#N)=O)C